C(=C\C)/S(=O)(=O)C1CN(CCC1)C(=O)OC(C)(C)C tert-butyl (E)-3-(prop-1-en-1-ylsulfonyl)piperidine-1-carboxylate